ClC=1C=C(C(=O)N[C@@H](CCOC2CC(C2)CCC2=NC=3NCCCC3C=C2)C(=O)O)C=CC1Cl N-(3,4-dichlorobenzoyl)-O-(3-(2-(5,6,7,8-tetrahydro-1,8-naphthyridin-2-yl)ethyl)cyclobutyl)homoserine